N-[3-[[1-(1,3-benzothiazol-2-yl)-2-(3-carbamimidoylphenyl)ethyl]sulfamoyl]phenyl]piperidine-4-carboxamide S1C(=NC2=C1C=CC=C2)C(CC2=CC(=CC=C2)C(N)=N)NS(=O)(=O)C=2C=C(C=CC2)NC(=O)C2CCNCC2